[Sr].[Ti].[B] boron-titanium-strontium